ClC=1C=C2CCCN(C2=C(C1)C1=NC=NN2C1=CC(=C2)CN2C(C1C(C1C2=O)(C)C)=O)C2CNCC2 3-((4-(6-chloro-1-(pyrrolidin-3-yl)-1,2,3,4-tetrahydroquinolin-8-yl)pyrrolo[2,1-f][1,2,4]triazin-6-yl)methyl)-6,6-dimethyl-3-azabicyclo[3.1.0]hexane-2,4-dione